ClC1=CC(=C(C=C1)S(=O)(=O)N[C@@H]([C@H](C)C1=C(C=CC2=CC=CC=C12)F)C=1OC(NN1)=O)OC 4-chloro-N-((1S,2R)-2-(2-fluoronaphthalen-1-yl)-1-(5-oxo-4,5-dihydro-1,3,4-oxadiazol-2-yl)propyl)-2-methoxybenzenesulfonamide